COC[C@H](C(N1CCN(CC1)C1=CC(=CC=C1)OC(F)(F)F)=O)NC(C([2H])([2H])[2H])=O (R)-N-(3-methoxy-1-oxo-1-(4-(3-(trifluoromethoxy)phenyl)piperazin-1-yl)propan-2-yl)acetamide-2,2,2-d3